(R)-8-(1-aminoethyl)-2-(5-fluoroisoindolin-2-yl)-3,6-dimethylquinazolin-4(3H)-one N[C@H](C)C=1C=C(C=C2C(N(C(=NC12)N1CC2=CC=C(C=C2C1)F)C)=O)C